2-(5-Fluoro-2-((5-(1-(methyl-d3)piperidin-4-yl)pyridin-2-yl)amino)pyrimidin-4-yl)-7-isopropyl-3,5-dimethylthieno[3,2-c]pyridin-4(5H)-one FC=1C(=NC(=NC1)NC1=NC=C(C=C1)C1CCN(CC1)C([2H])([2H])[2H])C1=C(C=2C(N(C=C(C2S1)C(C)C)C)=O)C